6-((S)-3-(((R)-1-fluoropropan-2-yl)amino)-2-(4-((4-((3-methoxyazetidin-1-yl)methyl)phenyl)ethynyl)phenyl)propyl)-5-hydroxypyrimidin-4(3H)-one FC[C@@H](C)NC[C@@H](CC1=C(C(NC=N1)=O)O)C1=CC=C(C=C1)C#CC1=CC=C(C=C1)CN1CC(C1)OC